ClC1=CC=C(C=C1)NC=1C(=NC2=CC=CC=C2N1)C(=O)NCCN(C)C 3-((4-Chlorophenyl)amino)-N-(2-(dimethylamino)ethyl)quinoxaline-2-carboxamide